2-bromo-6-(trifluoromethyl)pyridine BrC1=NC(=CC=C1)C(F)(F)F